tert-butyl 4-[[(2-methylpropane-2-sulfinyl)imino]methyl]piperidine-1-carboxylate CC(C)(C)S(=O)N=CC1CCN(CC1)C(=O)OC(C)(C)C